O=C1NC(CCC1N1C(C2=CC=CC(=C2C1=O)NC(=O)COCCOCCOCCOCCOCC(=O)O)=O)=O 1-{[2-(2,6-dioxopiperidin-3-yl)-1,3-dioxo-2,3-dihydro-1H-isoindol-4-yl]carbamoyl}-2,5,8,11,14-pentaoxahexadecan-16-oic acid